NCCOCCOCCNC(CCCCCN1C(C=CC1=O)=O)=O N-{2-[2-(2-aminoethoxy)-ethoxy]ethyl}-6-(2,5-dioxo-2,5-dihydro-1H-pyrrol-1-yl)hexanamide